C(C1=CC=CC=C1)OC1=C2C(=CNC2=CC=C1C)CCN(CCC)CCC 2-(4-(benzyloxy)-5-methyl-1H-indol-3-yl)-N,N-dipropylethan-1-amine